(S)-4-(5-(5-fluoro-2-methoxypyridin-4-yl)-1H-pyrazole-3-carbonyl)-N-(((1R,3S)-1-imino-2,2-dimethyl-1-oxidotetrahydro-1H-1λ6-thiophen-3-yl)methyl)-4-azaspiro[2.5]octane-7-carboxamide FC=1C(=CC(=NC1)OC)C1=CC(=NN1)C(=O)N1C2(CC2)C[C@H](CC1)C(=O)NC[C@H]1C([S@@](CC1)(=O)=N)(C)C